N[C@@H]1[C@@H](N(CC1)C(=O)OC(C)(C)C)CC=1N=C(SC1)C1=CC=CC=C1 Tert-Butyl cis-3-amino-2-((2-phenyl-1,3-thiazol-4-yl)methyl)pyrrolidine-1-carboxylate